COC(=O)[C@@H]1N(CC(=C1)C1(CC1)C1=CC=CC=C1)C(=O)OC(C)(C)C (R)-4-(1-phenylcyclopropyl)-2,5-dihydro-1H-pyrrole-1,2-dicarboxylic acid 1-tert-butyl ester 2-methyl ester